C1(CC1)CNC1=NN2C(C=N1)=C(C=C2)C=2C=CC=1N(C2)C(=CN1)C(=O)N1CCCC1 (6-(2-((cyclopropylmethyl)amino)pyrrolo[2,1-f][1,2,4]triazin-5-yl)imidazo[1,2-a]pyridin-3-yl)(pyrrolidin-1-yl)methanone